COC1(CC(C1)(C#N)C1=CSC=C1)OC 3,3-dimethoxy-1-(thiophen-3-yl)-cyclobutane-1-carbonitrile